BrC=1C=CC2=C(C=C(O2)C=2OC(=NN2)SSCC(C)C)C1 2-(5-bromobenzofuran-2-yl)-5-(isobutyldithio)-1,3,4-oxadiazole